ClC=1C=C(C(C(=O)NCCCC(=O)[O-])=CC1)O.[Na+] monosodium N-(4-chlorosalicyloyl)-4-aminobutyrate